methyl 2-chloro-5-(1-methyl-1H-pyrazol-3-yl)-4-(trifluoromethyl)benzoate ClC1=C(C(=O)OC)C=C(C(=C1)C(F)(F)F)C1=NN(C=C1)C